C(C1=CC=CC=C1)N(C(C1=CC=CC=C1)=O)S(=O)(=O)C1=CC=C(C)C=C1 N-benzyl-N-tosyl-benzamide